((2-(hydroxymethyl)phenyl)amino)-3-((6-methoxy-1,2,3,4-tetrahydroisoquinolin-7-yl)amino)-1,2,4-triazine-6-carboxamide OCC1=C(C=CC=C1)NC=1N=C(N=NC1C(=O)N)NC1=C(C=C2CCNCC2=C1)OC